tetra-tert-butylpyridine C(C)(C)(C)C=1C(=C(C(=NC1)C(C)(C)C)C(C)(C)C)C(C)(C)C